OC1=C(CNN)C=CC(=C1O)O 2,3,4-trihydroxybenzyl-hydrazine